1-(((S)-7-((R)-3-cyclobutyl-2-methylpropanoyl)-10-hydroxy-7-azaspiro[4.5]decan-10-yl)methyl)-4-(2-fluorophenyl)-N,N-dimethyl-6-oxo-1,6-dihydropyridine-3-carboxamide C1(CCC1)C[C@H](C(=O)N1CC2(CCCC2)[C@](CC1)(O)CN1C=C(C(=CC1=O)C1=C(C=CC=C1)F)C(=O)N(C)C)C